[Na+].C(C[C@@](O)(C)CCO)(=O)[O-].FC1(CCNCC1)COC1=C(C=C(C=C1)S(=O)(=O)NC(=O)C1=NC=CC=C1)[N+](=O)[O-] N-((4-((4-fluoropiperidin-4-yl)methoxy)-3-nitrophenyl)sulfonyl)pyridine-2-carboxamide Mevalonate sodium